1,5,9-tri-methyl-13-oxabicyclo[10.1.0]trideca-4,8-diene CC12CCC=C(CCC=C(CCC2O1)C)C